S1C(=NC2=C1C=CC=C2)NC(=O)C=2C=CC=C1CCN(CC21)C2=CC=C(C(=N2)C(=O)O)C=2C=NN(C2C)C(CCOC)C2CCCCC2 6-[8-(1,3-benzothiazol-2-ylcarbamoyl)-3,4-dihydroisoquinolin-2(1H)-yl]-3-[1-(1-cyclohexyl-3-methoxypropyl)-5-methyl-1H-pyrazol-4-yl]pyridine-2-carboxylic acid